N(C1=CC=CC=C1)SSSSNC1=CC=CC=C1 bis(anilino) tetrasulfide